tert-butyl N-(4-amino-2-methylphenyl)-N-[2-(dimethylamino)ethyl]carbamate NC1=CC(=C(C=C1)N(C(OC(C)(C)C)=O)CCN(C)C)C